N-methyl-3-amino-1-propylamine CNCCCN